2-(4-cyclopropyl-6-(methoxy-d3)pyrimidin-5-yl)-8-((4-(1-isopropyl-4-(trifluoromethyl)-1H-imidazol-2-yl)cuban-1-yl)methyl)pyrido[2,3-d]pyrimidin-7(8H)-one C1(CC1)C1=NC=NC(=C1C=1N=CC2=C(N1)N(C(C=C2)=O)CC21C3C4C5(C3C2C5C14)C=1N(C=C(N1)C(F)(F)F)C(C)C)OC([2H])([2H])[2H]